FC1=C(C=CC=C1)C(CCC[C@@H](C)[C@H]1CC[C@H]2[C@@H]3CC[C@H]4C[C@H](CC[C@]4(C)[C@H]3CC[C@]12C)O)O 24-[(2-fluorophenyl)(hydroxy)methyl]-5alpha-cholan-3beta-ol